ClC=1C=C(C=C(C1OC=1N=NC(=C(C1)C1CCCCC1)Cl)Cl)NN 2-(3,5-dichloro-4-((6-chloro-5-cyclohexylpyridazin-3-yl)oxy)phenyl)hydrazine